Allyl 2-bromopropionate BrC(C(=O)OCC=C)C